8-(2',6'-bis(benzyloxy)-3-fluoro-6-methyl-[2,3'-bipyridin]-5-yl)-1,4-dioxa-8-azaspiro[4.5]decane C(C1=CC=CC=C1)OC1=NC(=CC=C1C1=NC(=C(C=C1F)N1CCC2(OCCO2)CC1)C)OCC1=CC=CC=C1